(2S)-N-[[5-chloro-2-[2-(trifluoromethyl)pyrimidin-5-yl]-4-pyridyl]methyl]-3-(3,4-difluorophenyl)sulfonyl-3-azabicyclo[2.1.1]hexane-2-carboxamide ClC=1C(=CC(=NC1)C=1C=NC(=NC1)C(F)(F)F)CNC(=O)[C@@H]1C2CC(N1S(=O)(=O)C1=CC(=C(C=C1)F)F)C2